C(CCCCCCCCCCCCCCCCC)(=O)C([C@@H]([C@@H]1C(=C(C(=O)O1)O)O)O)O 6-octadecanoyl-ascorbic acid